COC=1C=C(C=C(C1C(NCC(F)(F)F)=O)OC)C1=CN=C2N1C=CC(=C2)C=2C=NN(C2)CC(C(=O)OCC)C(C)C ethyl 2-[[4-[3-[3,5-dimethoxy-4-(2,2,2-trifluoroethyl-carbamoyl)phenyl] imidazo[1,2-a]pyridin-7-yl] pyrazol-1-yl] methyl]-3-methyl-butanoate